(R)-5-oxopyrrolidin O=C1CCCN1